NC=1C=CC(=C(C(=O)OC)C1)C=1C=NN(C1)CC1CCC1 Methyl 5-amino-2-[1-(cyclobutylmeth-yl)-1H-pyrazol-4-yl]benzoate